6-isopropoxy-N-(1-methyl-2-oxo-1,2-dihydropyridin-3-yl)-2-(1-methyl-2-oxabicyclo[2.1.1]hex-4-yl)-2H-indazole-5-carboxamide trifluoroacetate FC(C(=O)O)(F)F.C(C)(C)OC=1C(=CC2=CN(N=C2C1)C12COC(C1)(C2)C)C(=O)NC=2C(N(C=CC2)C)=O